4-[2-amino-5-[4-(4-methylpiperazin-1-yl)phenyl]-3-pyridyl]phenol NC1=NC=C(C=C1C1=CC=C(C=C1)O)C1=CC=C(C=C1)N1CCN(CC1)C